(4S,8R,9R,10S)-9-(4-bromophenyl)-N,N-dimethyl-10-(trityloxymethyl)-1,6-diazabicyclo[6.2.0]decan-4-amine BrC1=CC=C(C=C1)[C@@H]1[C@@H]2CNC[C@H](CCN2[C@@H]1COC(C1=CC=CC=C1)(C1=CC=CC=C1)C1=CC=CC=C1)N(C)C